COC(=O)[C@@]1(N(C[C@@H](C1)F)C(=O)OC(C)(C)C)CCCO (2r,4r)-4-fluoro-2-(3-hydroxypropyl)pyrrolidine-1,2-dicarboxylic acid 1-(tert-butyl) 2-methyl ester